ClC=1C(=NC(=NC1)NC=1C(=NN(C1)C(C#N)(C)C)C)OCC1(CCN(CC1)C)F 2-(4-((5-chloro-4-((4-fluoro-1-methylpiperidin-4-yl)methoxy)pyrimidin-2-yl)amino)-3-methyl-1H-pyrazol-1-yl)-2-methylpropanenitrile